1-(4-(6-(trifluoro-methyl)-7-(2-(trifluoro-methyl)phenyl)quinazolin-4-yl)piperazin-1-yl)prop-2-en-1-one FC(C=1C=C2C(=NC=NC2=CC1C1=C(C=CC=C1)C(F)(F)F)N1CCN(CC1)C(C=C)=O)(F)F